3-bromo-4-(4-((1-(3-fluoropropyl)pyrrolidin-3-yl)methyl)phenyl)-2H-thiochromene-7-carboxylic acid methyl ester COC(=O)C1=CC=C2C(=C(CSC2=C1)Br)C1=CC=C(C=C1)CC1CN(CC1)CCCF